picolinyliridium(III) N1=C(C=CC=C1)C[Ir+2]